5-(4-methoxyphenyl)-1,4-pentadien-3-one COC1=CC=C(C=C1)C=CC(C=C)=O